COC(=O)C=1N=NC(=CC1NCC1=C(C=C(C=C1)OC)OC)C1=C(C=CC(=C1)Cl)F 6-(5-chloro-2-fluorophenyl)-4-{[(2,4-dimethoxyphenyl)methyl]Amino}pyridazine-3-carboxylic acid methyl ester